C(C1=CC=CC=C1)[C@@H]1N(C(OC1)=O)C(CCC(=C(F)F)F)=O (S)-4-benzyl-3-(4,5,5-trifluoropent-4-enoyl)oxazolidin-2-one